hexyl 5-(((((1R,2S,5R)-2-carbamoyl-7-oxo-1,6-diazabicyclo[3.2.1]octan-6-yl)oxy)sulfonyl)oxy)-4,4-dimethylpentanoate C(N)(=O)[C@H]1N2C(N([C@H](CC1)C2)OS(=O)(=O)OCC(CCC(=O)OCCCCCC)(C)C)=O